2-(6-(cyclopentyloxy)-4-(3-((4-methyl-4H-1,2,4-triazol-3-yl)methyl)oxetan-3-yl)pyridin-2-yl)-4-(trifluoromethyl)isoindolin-1-one C1(CCCC1)OC1=CC(=CC(=N1)N1C(C2=CC=CC(=C2C1)C(F)(F)F)=O)C1(COC1)CC1=NN=CN1C